3-Cyclopropyl-N-((S)-(7-((S)-cyclopropyl(4,4,4-trifluorobutanamido)methyl)imidazo[1,2-a]pyrimidin-2-yl)(4,4-difluorocyclohexyl)methyl)isoxazole-4-carboxamide C1(CC1)C1=NOC=C1C(=O)N[C@@H](C1CCC(CC1)(F)F)C=1N=C2N(C=CC(=N2)[C@@H](NC(CCC(F)(F)F)=O)C2CC2)C1